methyl 1-(4-(3,3-dimethylbutoxy)phenyl)-6-oxo-1,6-dihydropyridazine-4-carboxylate CC(CCOC1=CC=C(C=C1)N1N=CC(=CC1=O)C(=O)OC)(C)C